BrC1=CC2=C(CNCCS2)C=C1 8-bromo-2,3,4,5-tetrahydro-1,4-benzothiazepine